1-(3-methyl-4-nitrophenyl)-3-(4-(trifluoromethoxy)phenyl)-1H-1,2,4-triazole CC=1C=C(C=CC1[N+](=O)[O-])N1N=C(N=C1)C1=CC=C(C=C1)OC(F)(F)F